FC1=CC=CC2=C1C1=C(C(N(C=3N1C(=NN3)SC3=C(N=CN3C)[N+](=O)[O-])CCC)=O)O2 10-fluoro-1-((1-methyl-4-nitro-1H-imidazol-5-yl)thio)-4-propylbenzofuro[2,3-e][1,2,4]triazolo[4,3-a]pyrimidin-5(4H)-one